NCC(=O)O[C@H](CN(C(C1=CN=CC(=C1)C#CC=1C=NN(C1)C(F)F)=O)C)CC1=CC=CC=C1 (S)-1-(5-((1-(difluoromethyl)-1H-pyrazol-4-yl)ethynyl)-N-methylnicotinamido)-3-phenylpropan-2-yl glycinate